FC(COC1=C(C=CC=C1)N1N=CC=C(C1=O)C(=O)NC1=CC=C(C=C1)C(C(F)F)(C(F)F)O)F 2-[2-(2,2-difluoroethoxy)phenyl]-3-oxo-N-[4-(1,1,3,3-tetrafluoro-2-hydroxypropan-2-yl)phenyl]-2,3-dihydropyridazine-4-carboxamide